19-(eicos-13-enoyloxy)-nonadecanoic acid C(CCCCCCCCCCCC=CCCCCCC)(=O)OCCCCCCCCCCCCCCCCCCC(=O)O